C(C1=CC=CC=C1)(=O)C1=CC=C(C[N+](CCCCCC[N+](C)(C)CC2=CC=C(C=C2)C(C2=CC=CC=C2)=O)(C)C)C=C1 hexamethylenebis(4-benzoylbenzyl-dimethylammonium)